2-methyl-1,2,4,7-tetrahydro-3H-pyrrolo[3',2':5,6]pyrido[3,4-b]pyrazine CC1NC2=C(NC1)C=NC1=C2C=CN1